ascorbyl myristate CCCCCCCCCCCCCC(=O)OC[C@@H]([C@@H]1C(=C(C(=O)O1)O)O)O